[Cl-].C(C1CO1)[N+](C)(C)C N-(2,3-epoxypropyl)trimethyl-ammonium chloride